O=C1NC(CCC1N1C(C2=CC=CC(=C2C1=O)CNC(OC(C)(C)C)=O)=O)=O Tert-butyl N-[[2-(2,6-dioxo-3-piperidyl)-1,3-dioxo-isoindolin-4-yl]methyl]carbamate